COC1=CC=C(C(=N1)C)NC1=NC=C2N(C(N(C2=N1)C1CCOCC1)=O)C 2-((6-methoxy-2-methylpyridin-3-yl)amino)-7-methyl-9-(tetrahydro-2H-pyran-4-yl)-7,9-dihydro-8H-purin-8-one